(R)-6-cyclopropyl-4-((1-(3-(difluoromethyl)-2-fluorophenyl)ethyl)amino)-7-oxo-6,7-dihydropyrido[3,4-d]pyridazine-1-carbaldehyde C1(CC1)N1C=C2C(=NN=C(C2=CC1=O)C=O)N[C@H](C)C1=C(C(=CC=C1)C(F)F)F